N-[(1E)-1-[3-(1,1-difluoroethyl)-2-fluorophenyl]ethylidene]-2-methylpropane-2-sulfonamide FC(C)(F)C=1C(=C(C=CC1)\C(\C)=N\S(=O)(=O)C(C)(C)C)F